5-(6-((1-(2-(4-(1,2-bis(4-hydroxyphenyl)but-1-en-1-yl)phenoxy)ethyl)piperidin-4-yl)methyl)-3,6-diazabicyclo[3.1.1]heptan-3-yl)-2-(2,6-dioxopiperidin-3-yl)isoindoline-1,3-dione OC1=CC=C(C=C1)C(=C(CC)C1=CC=C(C=C1)O)C1=CC=C(OCCN2CCC(CC2)CN2C3CN(CC2C3)C=3C=C2C(N(C(C2=CC3)=O)C3C(NC(CC3)=O)=O)=O)C=C1